C1(=CC=CC=C1)N1C(C(=CC1=O)C1N(CCOC1)C1=CC=CC=C1)=O 1-Phenyl-3-(4-phenylmorpholin-3-yl)-1H-pyrrole-2,5-dione